4-((2-acetamidothiazol-5-yl)methyl-piperazin-1-yl)-N-(quinolin-6-yl)acetamide C(C)(=O)NC=1SC(=CN1)CC1N(CCNC1)C1=CC=NC2=CC=C(C=C12)NC(C)=O